C(C)OC(C(C)(C)N)=O.[N+](=O)([O-])C1=C(C=CC(=C1)[N+](=O)[O-])S(=O)(=O)N (2,4-dinitrophenyl)sulfonamide ethyl-2-amino-2-methylpropanoate